C1(CCC1)C(=O)N1CCC(CC1)CN1C[C@@H](C([C@@H](C1)O)O)O cyclobutyl(4-(((3S,4r,5R)-3,4,5-trihydroxypiperidin-1-yl)methyl)piperidin-1-yl)methanone